COC=C1CC(C1)C(=O)OC methyl 3-(methoxymethylene)cyclobutane-1-carboxylate